FC=1C=C(C(=O)[O-])C=CC1.FC=1C=C(C(=O)[O-])C=CC1.FC=1C=C(C(=O)[O-])C=CC1.[Bi+3] bismuth(III) tris(3-fluorobenzoate)